5-fluoro-3-methyl-1,3-dihydropyrrolo[2,3-b]pyridin-2-one hydrochloride Cl.FC=1C=C2C(=NC1)NC(C2C)=O